C(#N)[C@H](C)NC(C1=CC=C(C=C1)C1=NC(=NC=C1F)NC=1C=NN(C1)C1CCN(CC1)C(C(C)(C)C)=O)=O (S)-N-(1-cyanoethyl)-4-(5-fluoro-2-((1-(1-pivaloylpiperidin-4-yl)-1H-pyrazol-4-yl)amino)pyrimidin-4-yl)benzamide